1-(4-((1S,2S)-4,4-difluoro-6-hydroxy-2-isopropyl-1,2,3,4-tetrahydronaphthalen-1-yl)phenyl)piperidine-4-carbaldehyde FC1(C[C@H]([C@H](C2=CC=C(C=C12)O)C1=CC=C(C=C1)N1CCC(CC1)C=O)C(C)C)F